COC=1C=C(\C=N\C(C(=O)O)C(C)C)C=CC1OC(\C=C\C1=CC=C(C=C1)OC)=O 2-((E)-((E)-3-methoxy-4-((E)-3-(4-methoxyphenyl)acryloyloxy)benzylidene)amino)-3-methylbutanoic acid